N-(3-chloro-5-(methylsulfonamido)phenyl)-4-(3-((3-(ethyl(methyl)phosphoryl)-5-fluorobenzyl)oxy)-5-fluoropyridin-2-yl)-5-methylthiophene-2-carboxamide ClC=1C=C(C=C(C1)NS(=O)(=O)C)NC(=O)C=1SC(=C(C1)C1=NC=C(C=C1OCC1=CC(=CC(=C1)F)P(=O)(C)CC)F)C